BrC=1C=C(C(=O)OC)C=C(C1O)NC(CCl)=O methyl 3-bromo-5-(2-chloroacetylamino)-4-hydroxybenzoate